tert-butyl 2-benzhydryl-2,6-diazaspiro[3.6]decane-6-carboxylate C(C1=CC=CC=C1)(C1=CC=CC=C1)N1CC2(C1)CN(CCCC2)C(=O)OC(C)(C)C